N-(6-((R)-2-methylmorpholino)pyridin-2-yl)-6-(1-(methylsulfonyl)ethyl)-2-(6-azaspiro[2.5]octan-6-yl)nicotinamide C[C@H]1OCCN(C1)C1=CC=CC(=N1)NC(C1=C(N=C(C=C1)C(C)S(=O)(=O)C)N1CCC2(CC2)CC1)=O